ClC1=C(C=C(C=C1)Cl)N\N=C(/C(=O)[O-])\CC (Z)-Ethylglyoxylat-2,5-dichlorophenylhydrazon